N[C@H](C(=O)N[C@H](C(=O)OCC)CC1=NC2=C(N1C)C=CC(=C2)N(CCCl)CCCl)CC(C)C ethyl (2S)-2-[[(2S)-2-amino-4-methyl-pentanoyl]amino]-3-[5-[bis(2-chloroethyl)amino]-1-methyl-benzimidazol-2-yl]propanoate